N1C=C(C2=CC=CC=C12)CC(CCCC)NC(=O)C=1SC2=C(C1)C=CC(=C2)N2CCC1(COC1)CC2 N-[1-(1H-indol-3-yl)hexane-2-yl]-6-(2-oxa-7-azaspiro[3.5]nonane-7-yl)-1-benzothiophene-2-carboxamide